4-piperidylmethanol N1CCC(CC1)CO